C(CC(C)C)S(=O)(=O)C1=CC=C(C=C1)B(O)O 4-(ISOPENTYLSULFONYL)PHENYLBORONIC ACID